C(C)C=1C(=C(C(=C(C1)C(C1=CC=CC=C1)(N)N)CC)CC)CC tetraethyldiaminodiphenyl-Methane